((4'-isopropyl-[1,1'-biphenyl]-4-yl)thio)-1H-1,2,3-triazole-4-carboxylic acid C(C)(C)C1=CC=C(C=C1)C1=CC=C(C=C1)SN1N=NC(=C1)C(=O)O